FC1=C(C(=C(C(=C1COB([O-])[O-])F)F)F)F (penta-fluorobenzyl)-borate